ClC=1C=C(C=C(C1)Cl)C1=NC(=CC(=C1)CN1CCC(CC1)CC(=O)O)OC=1C=NC(=NC1)N1CCN(CC1)CCC(C)S(=O)C 2-(1-((2-(3,5-dichloro-phenyl)-6-((2-(4-(3-(methylsulfinyl)butyl)piperazin-1-yl)pyrimidin-5-yl)oxy)pyridin-4-yl)methyl)piperidin-4-yl)acetic acid